BrC=1C=C(C(=NC1)C(=O)O)Cl 5-bromo-3-chloro-2-picolinic acid